OCCCN(S(=O)(=O)C(C)(C)C)C1(CN(C1)C(=O)OCC1=CC=CC=C1)C#CCOC benzyl 3-[N-(3-hydroxypropyl)-2-methylpropane-2-sulfonamido]-3-(3-methoxyprop-1-yn-1-yl)azetidine-1-carboxylate